1-(2-fluorobenzyl)-3,4-dimethyl-2-oxo-N-(2,4,6-trifluorobenzyl)-1,2,3,4-tetrahydro-quinazoline-7-carboxamide FC1=C(CN2C(N(C(C3=CC=C(C=C23)C(=O)NCC2=C(C=C(C=C2F)F)F)C)C)=O)C=CC=C1